(E)-ethyl 6-((4-bromo-2-methoxyphenyl)diazenyl)-2H-chromene-3-carboxylate BrC1=CC(=C(C=C1)/N=N/C=1C=C2C=C(COC2=CC1)C(=O)OCC)OC